N-((2-(2,6-dioxopiperidin-3-yl)-1-oxoisoindolin-5-yl)methyl)-4,4-difluoro-5-oxo-5-(4-(4-(quinoxalin-2-yl)-1H-pyrazol-1-yl)piperidin-1-yl)pentanamide O=C1NC(CCC1N1C(C2=CC=C(C=C2C1)CNC(CCC(C(N1CCC(CC1)N1N=CC(=C1)C1=NC2=CC=CC=C2N=C1)=O)(F)F)=O)=O)=O